fluoro-n-butyl ether FCCCCOCCCCF